BrC1=CC=C(CON(C(=O)S(=O)(=O)C2=CC=CC=C2)C#N)C=C1 N-((4-bromobenzyl)oxy)-1-(benzenesulfonyl)formamido cyanide